tert-butyl (E)-(((tert-butoxycarbonyl)imino)(1H-pyrrol-1-yl)methyl)carbamate C(C)(C)(C)OC(=O)\N=C(\N1C=CC=C1)/NC(OC(C)(C)C)=O